tert-butyl (R)-3-(4-(4,4,5,5-tetramethyl-1,3,2-dioxaborolan-2-yl)-1H-pyrazol-1-yl)-pyrrolidine-1-carboxylate CC1(OB(OC1(C)C)C=1C=NN(C1)[C@H]1CN(CC1)C(=O)OC(C)(C)C)C